C1(CCCC1)C1(NC(=CC=C1NC(C)CC)CCCCC)N 2-cyclopentyl-6-pentyl-N3-Sec-butylpyridine-2,3-diamine